(S)-2-(difluoromethyl)-7-methoxy-6-((tetrahydrofuran-3-yl)oxy)quinazolin-4(3H)-one FC(C1=NC2=CC(=C(C=C2C(N1)=O)O[C@@H]1COCC1)OC)F